dibutylsilyl(fluorenyl)(cyclopentadienyl)hafnium C(CCC)[SiH](CCCC)[Hf](C1C=CC=C1)C1=CC=CC=2C3=CC=CC=C3CC12